N-(2,6-dimethyl-4-(5,6,7,9-tetrahydro-8H-pyrido[2,3-c]azepin-8-yl)phenyl)-3,3-dimethylbutanamide CC1=C(C(=CC(=C1)N1CC2=C(CCC1)C=CC=N2)C)NC(CC(C)(C)C)=O